COC1=C(C(=C2C(=N1)N=CS2)OC)C2=CNC1=NC(=CC=C12)NC(=O)NC[C@@H](CN(C)C)F 1-(3-{5,7-dimethoxy-[1,3]thiazolo[4,5-b]pyridin-6-yl}-1H-pyrrolo[2,3-b]pyridin-6-yl)-3-[(2S)-3-(dimethylamino)-2-fluoropropyl]urea